CN(CCN1N=CC2=CC(=C(C=C12)C1=CSC=C1)N)C 1-(2-(dimethylamino)ethyl)-6-(thiophene-3-yl)-1H-indazol-5-amine